C(C)(C)(C)OC(=O)N1CCC(CC1)NC(COC1=CC(=C(C=C1)Cl)F)=O 4-[2-(4-chloro-3-fluorophenoxy)acetamido]piperidine-1-carboxylic acid tert-butyl ester